4-(4-((2,4-difluorobenzyl)amino)-3-ethyl-1-methyl-1H-pyrazolo[3,4-d]pyrimidin-6-yl)benzonitrile FC1=C(CNC2=C3C(=NC(=N2)C2=CC=C(C#N)C=C2)N(N=C3CC)C)C=CC(=C1)F